C(C)N1NC=CC1 N-ethylpyrazolin